C(CCCCCCCCCCCCCCCCCC)(=O)N[C@@H](CCCCN)C(=O)O N-n-nonadecanoyl-lysine